Tetrabutyl-ammonium tetrafluoroborat F[B-](F)(F)F.C(CCC)[N+](CCCC)(CCCC)CCCC